3,5-dichloro-N-(6-(2-oxo-2-(4-(trifluoromethyl)phenyl)ethyl)-6-azaspiro[2.5]oct-1-yl)benzamide ClC=1C=C(C(=O)NC2CC23CCN(CC3)CC(C3=CC=C(C=C3)C(F)(F)F)=O)C=C(C1)Cl